(S)-(4-(2-chloro-9-ethyl-9H-purin-6-yl)morpholin-3-yl)methanol ClC1=NC(=C2N=CN(C2=N1)CC)N1[C@H](COCC1)CO